8-((2-chloropyrimidin-5-yl)methyl)-3-(2,3-difluorophenyl)pyrido[2,3-d]pyrimidin-2,4(3H,8H)-dione ClC1=NC=C(C=N1)CN1C=CC=C2C1=NC(N(C2=O)C2=C(C(=CC=C2)F)F)=O